8-bromo-1-(3,5-dichlorophenyl)-7-methoxy-4,5-dihydro-1H-benzo[g]indazole-3-carboxylic acid BrC1=CC2=C(CCC=3C(=NN(C23)C2=CC(=CC(=C2)Cl)Cl)C(=O)O)C=C1OC